FC(C=1N=CSC1C1=CC=C(C=C1)[C@H](C)NC(=O)[C@H]1N(C[C@@H](C1)O)C([C@H](C(C)(C)C)NC(OC(C)(C)C)=O)=O)F tert-butyl ((S)-1-((2S,4R)-2-(((S)-1-(4-(4-(difluoromethyl)thiazol-5-yl)phenyl)ethyl)carbamoyl)-4-hydroxypyrrolidin-1-yl)-3,3-dimethyl-1-oxobutan-2-yl)carbamate